(R)-3-(3-Chlorophenyl)-3-hydroxy-1-methyl-1H-pyrrolo[3,2-b]pyridin-2(3H)-one ClC=1C=C(C=CC1)[C@@]1(C(N(C=2C1=NC=CC2)C)=O)O